C(C)C1=C(NC2=NC=C(C=C21)C(F)(F)F)C(=O)O 3-ethyl-5-(trifluoromethyl)-1H-pyrrolo[2,3-b]pyridine-2-carboxylic acid